triphosphoric acid, sodium salt [Na+].P(=O)([O-])([O-])OP(=O)([O-])OP(=O)([O-])[O-].[Na+].[Na+].[Na+].[Na+]